(2S,4S)-N2-(3-chloro-4-fluorophenyl)-N2-methyl-N4-(1-methyl-1H-imidazol-4-yl)-1-[6-methyl-4-(trifluoromethyl)pyridin-2-yl]Pyrrolidine-2,4-dicarboxamide ClC=1C=C(C=CC1F)N(C(=O)[C@H]1N(C[C@H](C1)C(=O)NC=1N=CN(C1)C)C1=NC(=CC(=C1)C(F)(F)F)C)C